FC(S(=O)(=O)OC=1C=2N(C=C(C1)N1CCOCC1)N=CC2C#N)(F)F 3-cyano-6-morpholinopyrazolo[1,5-a]Pyridin-4-yl trifluoromethanesulfonate